4-Boc-1-(4-bromo-2-pyridinyl)piperazine C(=O)(OC(C)(C)C)N1CCN(CC1)C1=NC=CC(=C1)Br